N-(3-(6-(4-(3-(2-(dimethylamino)ethyl)ureido)phenyl)-2-methyl-1H-benzo[d]imidazol-1-yl)phenyl)methanesulfonamide CN(CCNC(NC1=CC=C(C=C1)C=1C=CC2=C(N(C(=N2)C)C=2C=C(C=CC2)NS(=O)(=O)C)C1)=O)C